ClC1=CC(=C(C=C1)C1CCN(CC1)C1=C(C=CC=C1)C(C(F)(F)F)=O)F 1-(2-(4-(4-chloro-2-fluorophenyl)piperidin-1-yl)phenyl)-2,2,2-trifluoroethan-1-one